2-((S)-2,3-diaminopropanamido)-6-(isopropoxymethyl)-N-((R)-1-(naphthalen-1-yl)ethyl)benzamide N[C@H](C(=O)NC1=C(C(=O)N[C@H](C)C2=CC=CC3=CC=CC=C23)C(=CC=C1)COC(C)C)CN